N-(5-(5-(3,3-difluorocyclobutyl)-1,2,4-oxadiazol-3-yl)-3-fluoro-2-methylphenyl)-6-(piperazin-1-yl)imidazo[1,2-a]pyridine-3-carboxamide FC1(CC(C1)C1=NC(=NO1)C=1C=C(C(=C(C1)NC(=O)C1=CN=C2N1C=C(C=C2)N2CCNCC2)C)F)F